dichlorodiphenyl-ethylene ClC(=C(C1=CC=CC=C1)Cl)C1=CC=CC=C1